1-(4-(2-(4-fluorophenyl)acetamido)benzyl) 2-(cyanomethyl) (S)-piperidine-1,2-dicarboxylate N1([C@@H](CCCC1)C(=O)OCC#N)C(=O)OCC1=CC=C(C=C1)NC(CC1=CC=C(C=C1)F)=O